C(C)(=O)ONC(=N)N.[Mg] magnesium guanidino acetate